NC1=NC=CC=C1S(=O)(=O)NC(=O)C=1C(=NC(=CC1)C1=C(C=C(C(=C1)F)OC)F)N1C(C[C@@H](C1)C)(C)C N-[(2-Amino-3-pyridyl)sulfonyl]-6-(2,5-difluoro-4-methoxyphenyl)-2-[(4S)-2,2,4-trimethylpyrrolidin-1-yl]pyridin-3-carboxamid